3-fluorophenoxybenzoic acid FC=1C=C(OC2=C(C(=O)O)C=CC=C2)C=CC1